NC1=NC(=C(C=C1NC1CCN(CC1)C(=O)OC(C)(C)C)Br)C tert-butyl 4-[(2-amino-5-bromo-6-methyl-3-pyridyl)amino]piperidine-1-carboxylate